4-(5-(4-fluorophenyl)-3-(((5-hydroxypentyl)oxy)methyl)-1H-pyrazol-1-yl)benzenesulfonamide FC1=CC=C(C=C1)C1=CC(=NN1C1=CC=C(C=C1)S(=O)(=O)N)COCCCCCO